N1=CNC(C=C1)=O pyrimidine-4(3H)-one